[K].[Na].[Li] LITHIUM-SODIUM-POTASSIUM